CN(CCC=1N=NN(C1)C(C1=CC=CC=C1)C=1OC2=C(C1)C=CC(=C2)CC)C 4-((4-(2-(Dimethylamino)ethyl)-1H-1,2,3-triazol-1-yl)(6-ethylbenzofuran-2-yl)methyl)benzol